6-(4-Chlorophenyl)-N-[(2-oxo-1H-pyridin-3-yl)sulfonyl]-2-[(4S)-2,2,4-trimethylpyrrolidin-1-yl]pyridin-3-carboxamid ClC1=CC=C(C=C1)C1=CC=C(C(=N1)N1C(C[C@@H](C1)C)(C)C)C(=O)NS(=O)(=O)C=1C(NC=CC1)=O